22-(acryloyloxy)-docosanyl methacrylate C(C(=C)C)(=O)OCCCCCCCCCCCCCCCCCCCCCCOC(C=C)=O